4-(1-(cyclopropylsulfonyl)-5-(3,5-dimethylisoxazol-4-yl)-1H-pyrrolo[2,3-b]pyridin-3-yl)-3-(trifluoromethoxy)benzoic acid C1(CC1)S(=O)(=O)N1C=C(C=2C1=NC=C(C2)C=2C(=NOC2C)C)C2=C(C=C(C(=O)O)C=C2)OC(F)(F)F